(±)-3-(2-methoxyphenoxy)propane-1,2-diol COC1=C(OC[C@@H](CO)O)C=CC=C1 |r|